N-(4-hydroxy-3-ethoxybenzyl)amid OC1=C(C=C(C[NH-])C=C1)OCC